N-(4-Bromo-3-fluorophenyl)-4-methylpiperazine-1-carboxamide BrC1=C(C=C(C=C1)NC(=O)N1CCN(CC1)C)F